C(C)(C)(C)C1(N(CCCC1)C(=O)[O-])NC(C1=CC(=CC=C1)OC)=O tert-butyl-3-methoxybenzoylamino-piperidine-1-carboxylate